OC1=C(C(=O)OCC(CO)OC(CCCC[C@H]2SSCC2)=O)C=CC=C1 2-((5-((R)-1,2-Dithiolan-3-yl)pentanoyl)oxy)-3-hydroxypropyl 2-hydroxybenzoate